Racem-2,2'-bis(diphenylphosphino)-1,1'-binaphthyl C1(=CC=CC=C1)P(C1=C(C2=CC=CC=C2C=C1)C1=C(C=CC2=CC=CC=C12)P(C1=CC=CC=C1)C1=CC=CC=C1)C1=CC=CC=C1